NC=1C(=C(C=C2C=C(N=CC12)NC(=O)[C@@H]1[C@H]([C@H]1C1=CC=NN1)C)C=1C=NC=CC1C)F (1R,2S,3R)-N-(8-amino-7-fluoro-6-(4-methylpyridin-3-yl)isoquinolin-3-yl)-2-methyl-3-(1H-pyrazol-5-yl)cyclopropanecarboxamide